CN1N=CC(=C1)C=1C(=NC=NC1)N 5-(1-methyl-1H-pyrazol-4-yl)pyrimidin-4-amine